FC1=CC(=C(N)C(=C1OC)F)OCOC 4,6-difluoro-5-methoxy-2-(methoxymethoxy)aniline